3',5'-bis(trifluoromethyl)-3,5-dinitrobiphenyl FC(C=1C=C(C=C(C1)C(F)(F)F)C1=CC(=CC(=C1)[N+](=O)[O-])[N+](=O)[O-])(F)F